[Si](C1=CC=CC=C1)(C1=CC=CC=C1)(C(C)(C)C)OCC1C(N(CC1)C1=NN(C(=C1)C)C1CC2(CN(C2)C(=O)OC(C)(C)C)C1)(C)C Tert-butyl 6-(3-(3-(((tert-butyldiphenylsilyl)oxy)methyl)-2,2-dimethylpyrrolidin-1-yl)-5-methyl-1H-pyrazol-1-yl)-2-azaspiro[3.3]heptane-2-carboxylate